2,5-bis(isocyanatomethyl)heptane N(=C=O)CC(C)CCC(CC)CN=C=O